(2R,3R,4S,5R,6R)-N-(4-chlorobenzyl)-3,5-dihydroxy-N-((1S,2S)-2-hydroxycyclohexyl)-6-(hydroxymethyl)-4-(4-(3,4,5-trifluorophenyl)-1H-1,2,3-triazol-1-yl)tetrahydro-2H-pyran-2-carboxamide ClC1=CC=C(CN(C(=O)[C@@H]2O[C@@H]([C@@H]([C@@H]([C@H]2O)N2N=NC(=C2)C2=CC(=C(C(=C2)F)F)F)O)CO)[C@@H]2[C@H](CCCC2)O)C=C1